(2-(1-(4-amino-3-(3-fluoro-4-methoxyphenyl)-1H-pyrazolo[3,4-d]pyrimidin-1-yl)ethyl)phenyl)acrylamide NC1=C2C(=NC=N1)N(N=C2C2=CC(=C(C=C2)OC)F)C(C)C2=C(C=CC=C2)C(C(=O)N)=C